Br(=O)(=O)O.N(N)C=1SC=C(N1)C(=O)OCC ethyl 2-hydrazinothiazole-4-carboxylate bromate